Cl.CN(C/C=C/C(=O)O)C E-4-(dimethylamino)but-2-enoic acid hydrochloride